NC1=CC(=C(C(=N1)C)CNC(=O)[C@H]1N(C[C@@H](C1)O)C([C@H](C(C)(C)C)N1N=NC(=C1)C1CC1)=O)C (2S,4r)-N-[(6-amino-2,4-dimethyl-3-pyridinyl)methyl]-1-[(2S)-2-(4-cyclopropyltriazol-1-yl)-3,3-dimethyl-butyryl]-4-hydroxy-pyrrolidine-2-carboxamide